Cl.Cl.C1(CC1)C1=CC=C(OCCCC2=CC=C(C=N2)NC(=O)N2CCNCC2)C=C1 N-(6-(3-(4-cyclopropylphenoxy)propyl)pyridin-3-yl)piperazine-1-carboxamide bis-hydrochloride